4-isopropyl-N2-(2-(2-methoxyethyl)-1,2,3,4-tetrahydroisoquinolin-6-yl)-5-(trifluoromethyl)pyrimidine-2,4-diamine C(C)(C)C1(NC(=NC=C1C(F)(F)F)NC=1C=C2CCN(CC2=CC1)CCOC)N